NC1(CCN(CC1)C1=C(C=CC=C1)C1(NC(=NC=C1C1=CN=CO1)N)N1CCN(CC1)C)C 4-(4-amino-4-methylpiperidinylphenyl)-4-(4-methylpiperazin-1-yl)-5-(1,3-oxazol-5-yl)pyrimidin-2-amine